3-Methoxy-11-(propan-2-yl)-11-azatricyclo[6.2.1.02,7]undeca-2,4,6-triene hydrochloride Cl.COC1=C2C3CCC(C2=CC=C1)N3C(C)C